6-(methylsulfonyl)-[1,2,4]triazolo[1,5-a]pyridin-2-amine CS(=O)(=O)C=1C=CC=2N(C1)N=C(N2)N